(R)-tert-butyl 4-(5,6,7,8-tetrahydroquinolin-8-ylamino)butylcarbamate N1=CC=CC=2CCC[C@H](C12)NCCCCNC(OC(C)(C)C)=O